3-(4-(2-ethyl-3-((4-(4-fluorophenyl)thiazol-2-yl)(methyl)amino)imidazo[1,2-a]pyridin-6-yl)piperidin-1-ylsulfonyl)propan-1-ol C(C)C=1N=C2N(C=C(C=C2)C2CCN(CC2)S(=O)(=O)CCCO)C1N(C)C=1SC=C(N1)C1=CC=C(C=C1)F